3-(4-Fluoro-3-isopropylphenyl)-N-methylcyclobutan-1-amine, trifluoroacetate salt FC(C(=O)O)(F)F.FC1=C(C=C(C=C1)C1CC(C1)NC)C(C)C